6-{bis[(4-methoxyphenyl)methyl]amino}-3-[5-(chloromethyl)-1,3,4-oxadiazol-2-yl]-1,2-diazine COC1=CC=C(C=C1)CN(C1=CC=C(N=N1)C=1OC(=NN1)CCl)CC1=CC=C(C=C1)OC